COC=1C=C(C=CC1)NN 3-methoxyphenylhydrazine